N-(3-((1-(tert-butyl)-1H-pyrazol-3-yl)methyl)-4-oxo-3,4-dihydroquinazolin-5-yl)-3,5-dichloro-4-hydroxybenzamide C(C)(C)(C)N1N=C(C=C1)CN1C=NC2=CC=CC(=C2C1=O)NC(C1=CC(=C(C(=C1)Cl)O)Cl)=O